NCC(COC)(O)C 1-amino-3-methoxy-2-methylpropan-2-ol